7-((5-(5-(difluoromethyl)-1,3,4-oxadiazol-2-yl)pyridin-2-yl)methyl)-5-phenyl-5,7-diazaspiro[3.4]octan-6,8-dione FC(C1=NN=C(O1)C=1C=CC(=NC1)CN1C(N(C2(CCC2)C1=O)C1=CC=CC=C1)=O)F